2-(4-fluorophenyl)-N-{4-[5-methyl-4-oxo-3-(2-thienyl)-4,5-dihydro-1H-pyrrolo[3,2-c]pyridin-2-yl]pyridin-2-yl}propanamide tert-Butyl(3-aminopropyl)(3-phenoxyphenethyl)carbamate C(C)(C)(C)OC(N(CCC1=CC(=CC=C1)OC1=CC=CC=C1)CCCN)=O.FC1=CC=C(C=C1)C(C(=O)NC1=NC=CC(=C1)C1=C(C=2C(N(C=CC2N1)C)=O)C=1SC=CC1)C